methyl 2-bromo-5-((4-chloro-5-(trifluoromethyl)pyrimidin-2-yl)amino)benzoate BrC1=C(C(=O)OC)C=C(C=C1)NC1=NC=C(C(=N1)Cl)C(F)(F)F